diformylaminobenzophenone C(=O)N(C=O)C1=C(C(=O)C2=CC=CC=C2)C=CC=C1